methyl 3-formyl-2,2-dimethylcyclopropanecarboxylate C(=O)C1C(C1C(=O)OC)(C)C